C(\C=C/CCC=CCC)O cis-2,6-nonadienol